C(#CC)C1=CC=C(C=O)C=C1 4-(Prop-1-yn-1-yl)benzaldehyde